N1=CC(=CC=C1)C1=CN=CC2=CC=CC=C12 4-(3-pyridyl)isoquinoline